(R)-N-(3-(2-((2-Fluoro-3-(methylsulfonyl)phenyl)amino)-5-methylpyrimidin-4-yl)-1H-indol-7-yl)-2-(4-(2-hydroxyethyl)piperazin-1-yl)propanamid FC1=C(C=CC=C1S(=O)(=O)C)NC1=NC=C(C(=N1)C1=CNC2=C(C=CC=C12)NC([C@@H](C)N1CCN(CC1)CCO)=O)C